C(C=C)(=O)N1C[C@@H](CC[C@@H]1C)NC=1C2=C(N=CN1)NC=C2C(=O)OC(C)(C)C tert-butyl 4-(((3r,6s)-1-propenoyl-6-methylpiperidin-3-yl) amino)-7H-pyrrolo[2,3-d]pyrimidine-5-carboxylate